2-(2-((1-methyl-9-(1,2,3,6-tetrahydropyridin-4-yl)-6,7-dihydro-5H-benzo[c][1,2,3]triazolo[1,5-a]azepin-7-yl)amino)phenyl)acetonitrile CC=1N=NN2C1C1=C(C(CC2)NC2=C(C=CC=C2)CC#N)C=C(C=C1)C=1CCNCC1